N[C@@H](CCC(=O)O)C(=O)O.N[C@@H](C)C(=O)O alanine glutamate